C(CCC)[C-]1C=CC=C1.[C-]1(C=CC=C1)CCCC.[Fe+2] bisbutylferrocene